ClC1=C(C=CC(=C1)F)C1=CC(OC2=CC(=CC=C12)O[C@@H](C(=O)NC1=CC=C(C(=O)O)C=C1)C)=O 4-[[(2R)-2-[4-(2-chloro-4-fluoro-phenyl)-2-oxo-chromen-7-yl]oxypropionyl]amino]benzoic acid